(R)-4-chloro-5-(2-(1,2-dihydroxyethyl)-4-(4-fluoro-2-(trifluoromethyl)phenoxy)-5,8-dihydropyrido[3,4-d]pyrimidin-7(6H)-yl)pyridazin-3(2H)-one ClC=1C(NN=CC1N1CC=2N=C(N=C(C2CC1)OC1=C(C=C(C=C1)F)C(F)(F)F)[C@H](CO)O)=O